(R)-2-((5-((tert-butyldimethylsilyl)oxy)pentan-2-yl)oxy)-6-methylpyridine-3-sulfonyl chloride [Si](C)(C)(C(C)(C)C)OCCC[C@@H](C)OC1=NC(=CC=C1S(=O)(=O)Cl)C